C1(CCCCCC1)NC(COC1=CC=C2C=CC(=CC2=C1)C(CC(=O)OC)C1=CC=CC=C1)=O Methyl 3-(7-(2-(cycloheptylamino)-2-oxoethoxy)naphthalen-2-yl)-3-phenylpropanoate